4-methyl-5-chloroisothiazolin-3-one CC1C(NSC1Cl)=O